Bis(cyclopentadienyl)bis[2,6-difluoro-3-(N-cyclohexyl-(2-chlorobenzoyl)amino)phenyl]titanium C1(C=CC=C1)[Ti](C1=C(C(=CC=C1F)N(C1CCCCC1)C(C1=C(C=CC=C1)Cl)=O)F)(C1=C(C(=CC=C1F)N(C1CCCCC1)C(C1=C(C=CC=C1)Cl)=O)F)C1C=CC=C1